1-(((2-chloro-5-nitropyrimidin-4-yl)(cyclopentyl)amino)methyl)cyclopropane-1-carboxylic acid ethyl ester C(C)OC(=O)C1(CC1)CN(C1CCCC1)C1=NC(=NC=C1[N+](=O)[O-])Cl